C(#N)CC(=O)NC(O)=O N-(2-cyanoacetyl)carbamic acid